[BH4-].[BH4-].[BH4-].[Nd+3] neodymium trisborohydride